NONYLCYCLOHEXANOL C(CCCCCCCC)C1(CCCCC1)O